CC=1N(C=2C(=NC=C(C2)C=2C=CN3N=C(N=CC32)NC3CC2(CNC2)C3)N1)C1CCOCC1 5-(2-methyl-1-(tetrahydro-2H-pyran-4-yl)-1H-imidazo[4,5-b]pyridin-6-yl)-N-(2-azaspiro[3.3]heptane-6-yl)pyrrolo[2,1-f][1,2,4]triazin-2-amine